2-(2-bromophenyl)oxazoline BrC1=C(C=CC=C1)C=1OCCN1